N-methoxy-N-methyl-oxazole-5-carboxamide CON(C(=O)C1=CN=CO1)C